NC1=C(SC2=NC(=CC=C21)C)C(=O)N[C@@H]2CC=1C=CC(=NC1CC2)N2C[C@@H]([C@H](C2)NC)OC 3-amino-N-[(6S)-2-[(3S,4S)-3-methoxy-4-(methylamino)pyrrolidin-1-yl]-5,6,7,8-tetrahydroquinolin-6-yl]-6-methylthieno[2,3-b]pyridine-2-carboxamide